3-Isopropyl-5-((1-methylpiperidin-3-yl)methoxy)-2-(2-methylpyridin-4-yl)-1H-indol C(C)(C)C1=C(NC2=CC=C(C=C12)OCC1CN(CCC1)C)C1=CC(=NC=C1)C